FC(OC=1C=C(C=CC1)N1C(N(C=2C1=NC=C(C2)C(=O)O)C2=CC=C(C=C2)F)=O)F 3-(3-(difluoromethoxy)phenyl)-1-(4-fluorophenyl)-2-oxo-2,3-dihydro-1H-imidazo[4,5-b]pyridine-6-carboxylic acid